OC1CCC(CC1)NC(=O)C1=NC(=NC=C1C)C1=CN=CN1C N-((1r,4r)-4-hydroxycyclohexyl)-5-methyl-2-(1-methyl-1H-imidazol-5-yl)pyrimidine-4-carboxamide